CO[C@@H](C)C1=C(C=NN1C1=CC=NC=C1)NC(OCC1=CC=CC=C1)=O benzyl N-{5-[(1S)-1-methoxyethyl]-1-(pyridin-4-yl)-1H-pyrazol-4-yl}carbamate